2-(2-chloro-5-(3,5-dimethyl-2,6-dioxo-4-thioxo-1,3,5-triazin-1-yl)-4-fluorophenoxy)propionic acid ClC1=C(OC(C(=O)O)C)C=C(C(=C1)F)N1C(N(C(N(C1=O)C)=S)C)=O